Furanyl-phosphaphenanthrene tert-butyl-3-(5-bromo-6-methoxy-2H-indazol-2-yl)azetidine-1-carboxylate C(C)(C)(C)OC(=O)N1CC(C1)N1N=C2C=C(C(=CC2=C1)Br)OC.O1C(=CC=C1)C1=PC=2C=CC3=CC=CC=C3C2C=C1